NC(C(=O)O)CCNC(C)=O 2-Amino-4-(acetylamino)butanoic acid